CC1(CCC1)NC(C)C=1C=C(C=2N(C(C=CN2)=O)C1)C(F)(F)F 7-[1-[(1-methylcyclobutyl)amino]ethyl]-9-(trifluoromethyl)pyrido[1,2-a]pyrimidin-4-one